FC1=NC(=C(C=O)C=C1)C 6-fluoro-2-methylnicotinaldehyde